C(C)(=O)OCC1=C(C(N(N=C1Cl)C)=O)C(C(=O)OC)C(=O)OC dimethyl 2-(5-(acetoxymethyl)-6-chloro-2-methyl-3-oxo-2,3-dihydropyridazin-4-yl)malonate